trans-2-[[(5S,7S)-7-fluoro-5-phenyl-6,7-dihydro-5H-pyrrolo[1,2-b][1,2,4]triazol-2-yl]sulfanyl]cyclopropanecarboxamide F[C@H]1C[C@H](N2N=C(N=C21)S[C@H]2[C@@H](C2)C(=O)N)C2=CC=CC=C2